(R)-4-(((R)-1-(3-(1,1-Difluoro-2-hydroxy-2-methylpropyl)-2-fluorophenyl)ethyl)amino)-8-isopropyl-2,6-dimethyl-6H-[1,4]oxazino[3,2-g]quinazolin-7(8H)-one FC(C(C)(C)O)(F)C=1C(=C(C=CC1)[C@@H](C)NC1=NC(=NC2=CC3=C(C=C12)N(C([C@H](O3)C(C)C)=O)C)C)F